C(C)(C)NC(C=C)=O N-isopropyl-Acrylamide